N-(4-(5-amino-6-((1-(1-methylpiperidin-4-yl)-1H-pyrazol-4-yl)oxy)pyrazin-2-yl)-2,6-dimethylbenzyl)-4-methoxybenzenesulfonamide NC=1N=CC(=NC1OC=1C=NN(C1)C1CCN(CC1)C)C1=CC(=C(CNS(=O)(=O)C2=CC=C(C=C2)OC)C(=C1)C)C